FC1(CCN(CC1)C1=NC(=NC=C1)NC(=O)C1=C(C=C(C=C1)NS(=O)(=O)CC(=O)OCC)C1CCC(CC1)(C)C)F ethyl 2-(N-(4-((4-(4,4-difluoropiperidin-1-yl)pyrimidin-2-yl)carbamoyl)-3-(4,4-dimethylcyclohexyl)phenyl)sulfamoyl)acetate